C1(=C(C=CC=C1)C1=C2C=C(CC2=CC=2CCCC12)C)C1=CC=CC=C1 4-([1,1'-biphenyl]-2-yl)-2-methyl-1,5,6,7-tetrahydro-s-indacen